N,N-dimethyl-1-phenylmethaneamine CN(CC1=CC=CC=C1)C